BrC=1N=C(SC1)OCC1=C(C=C(C#N)C=C1)F 4-((4-bromothiazol-2-yloxy)methyl)-3-fluorobenzonitrile